C(C)OC(C1=CC(=C(C=C1)Br)OCC)=O ethyl-4-bromo-3-ethoxybenzoate